5-(4-bromo-1-((2-(trimethylsilyl)ethoxy)methyl)-1H-pyrazol-3-yl)-1-((2-(trimethylsilyl)ethoxy)methyl)-1H-pyrazolo[3,4-b]pyridine BrC=1C(=NN(C1)COCC[Si](C)(C)C)C=1C=C2C(=NC1)N(N=C2)COCC[Si](C)(C)C